NC1=CC=C(C=C1)C1=C(NC2=C(C=CC=C12)C)C(=O)O 3-(4-aminophenyl)-7-methyl-1H-indole-2-carboxylic acid